C(C)[C@@H]1N(C[C@H](N(C1)C(C)C1=CC=C2C(=N1)SC(=N2)C)CC)C2=CC(N(C=1N2N=C(C1)CC#N)C)=O 2-(7-((2S,5R)-2,5-diethyl-4-(1-(2-methylthiazolo[5,4-b]pyridin-5-yl)ethyl)piperazin-1-yl)-4-methyl-5-oxo-4,5-dihydropyrazolo[1,5-a]pyrimidin-2-yl)acetonitrile